O[Si](O)O trihydroxy-silicon